(5'S,7a'R)-5'-(3,5-difluorophenyl)-1-(5-ethylpyrimidin-2-yl)tetrahydro-3'H-spiro[piperidine-4,2'-pyrrolo[2,1-b][1,3]oxazol]-3'-one FC=1C=C(C=C(C1)F)[C@@H]1CC[C@H]2OC3(C(N21)=O)CCN(CC3)C3=NC=C(C=N3)CC